ClC1=C(C(=CC=C1)Cl)C=1N=C(NC1C1=CC=CC=C1)CC1=CSC=C1 4-(2,6-dichlorophenyl)-5-phenyl-2-(3-thienylmethyl)imidazole